BrC1=C(C(=O)NCCN2N=C(N(C2=O)C(C)(C)C)C(F)(F)F)C=CC=C1 2-Bromo-N-[2-[4-(1,1-dimethylethyl)-4,5-dihydro-5-oxo-3-(trifluoromethyl)-1H-1,2,4-triazol-1-yl]ethyl]benzamide